(2R)-2-[(5Z,8Z,11Z,14Z)-5,8,11,14-Icosatetraenoyloxy]-3-(palmitoyloxy)propyl 2-(trimethylammonio)ethyl phosphate P(=O)(OC[C@@H](COC(CCCCCCCCCCCCCCC)=O)OC(CCC\C=C/C\C=C/C\C=C/C\C=C/CCCCC)=O)(OCC[N+](C)(C)C)[O-]